3-cyclopropyl-[1,2,4]triazolo[4,3-a]pyrazine C1(CC1)C1=NN=C2N1C=CN=C2